C1(CC1)OC(C(C1=CC=C(C=C1)F)N1C(C=CC(=C1)F)=O)C1=CC=C(C=C1)F 1-[2-Cyclopropoxy-1,2-bis(4-fluorophenyl)ethyl]-5-fluoro-1H-pyridin-2-one